(S)-4-((5-fluoro-2-(1-(2-fluorobenzyl)-5-(isoxazol-3-yl)-1H-pyrazol-3-yl)pyrimidin-4-yl)amino)-5-methoxy-5-oxopentanoic acid FC=1C(=NC(=NC1)C1=NN(C(=C1)C1=NOC=C1)CC1=C(C=CC=C1)F)N[C@@H](CCC(=O)O)C(=O)OC